C(C)N[C@@H]1[C@H](CC1)NC1=NC=C(C(=N1)C1=CNC2=CC(=CC=C12)C#N)C(F)(F)F 3-[2-[[(1S,2S)-2-(ethylamino)cyclobutyl]-amino]-5-(trifluoromethyl)pyrimidin-4-yl]-1H-indole-6-carbonitrile